C(CCCCCCC)C1(C2=CC=CC=C2C=2C=CC=CC12)CCCCCCCC 9,9-dioctylfluorene